tert-Butyl 4-(4-(3-((4-hydroxyphenethyl)amino)prop-1-yn-1-yl)phenyl)piperazine-1-carboxylate OC1=CC=C(CCNCC#CC2=CC=C(C=C2)N2CCN(CC2)C(=O)OC(C)(C)C)C=C1